C(#N)C1=CC=C(C=C1)N1CC(C1)CC(=O)N1CC=2N=C(N=C(C2C1C)OC)C#N 6-(2-(1-(4-Cyanophenyl)azetidin-3-yl)acetyl)-4-methoxy-5-methyl-6,7-dihydro-5H-pyrrolo[3,4-d]pyrimidine-2-carbonitrile